O1COC2=C1C=CC(=C2)C=2C=C(C=CC2)[C@H](CC(=O)[O-])NC(=O)NC=2C(N(C=C(C2[O-])C)C)=O.[Na+].[Na+] sodium (S)-3-(3-(benzo[d][1,3]dioxol-5-yl)phenyl)-3-(3-(1,5-dimethyl-4-oxido-2-oxo-1,2-dihydropyridin-3-yl)ureido)propanoate